CC=1N=C2N(C=C(C=C2C(F)(F)F)N)C1 2-methyl-8-(trifluoromethyl)imidazo[1,2-a]pyridin-6-amine